1-methyl-N-[(5-phenyl-1,3,4-thiadiazol-2-yl)methyl]triazole-4-carboxamide CN1N=NC(=C1)C(=O)NCC=1SC(=NN1)C1=CC=CC=C1